N-(6-cyano-1-cyclopropyl-3,4-difluoro-1H-indol-2-yl)-3,3-dimethylbutyramide C(#N)C1=CC(=C2C(=C(N(C2=C1)C1CC1)NC(CC(C)(C)C)=O)F)F